Trimethoxy(methyltrimethoxysilane) COC(O[Si](OC)(OC)C)(OC)OC